6-(pyrazolo[1,5-a]pyrimidine-3-carbonyl)-N-(3-(trifluoromethyl)phenyl)-4,5,6,7-tetrahydrothieno-[2,3-c]pyridine-3-carboxamide N1=CC(=C2N1C=CC=N2)C(=O)N2CC1=C(CC2)C(=CS1)C(=O)NC1=CC(=CC=C1)C(F)(F)F